pentacosaneOne CC(CCCCCCCCCCCCCCCCCCCCCCC)=O